methyl-3,5-di-tert-butyl-4-hydroxyphenyl-3,5-distearylthiotriazolylamine CN(C=1N(N=NC1SCCCCCCCCCCCCCCCCCC)SCCCCCCCCCCCCCCCCCC)C1=CC(=C(C(=C1)C(C)(C)C)O)C(C)(C)C